FC1=CC(=CC(=C1)F)F 2,4,6-trifluoro-benzene